rac-vinyl-diindenyl-zirconium dichloride [Cl-].[Cl-].C(=C)[Zr+2](C1C=CC2=CC=CC=C12)C1C=CC2=CC=CC=C12